C(C)N1C(C(=CC2=CC=CC=C12)N1CCOCC1)=O N-ethylmorpholinoquinolinone